C1(CC1)C(C)NC(=O)C1=CC2=CC=CC(=C2C=C1)OC1=CC=C(C=C1)C(F)(F)F N-(1-cyclopropylethyl)-5-(4-(trifluoromethyl)phenoxy)-2-naphthamide